1-benzyl-3-methylimidazole bistrifluoromethanesulfonimide salt [N-](S(=O)(=O)C(F)(F)F)S(=O)(=O)C(F)(F)F.C(C1=CC=CC=C1)N1CN(C=C1)C